C1(CCC1)N(C1=C(C(=NC=N1)NC[C@@H]1[C@H](CN(CC1)CC(=O)N)O)F)CC1=CC=C(C=C1)C(F)(F)F ((3R,4R)-4-(((6-(cyclobutyl(4-(trifluoromethyl)benzyl)amino)-5-fluoropyrimidin-4-yl)amino)methyl)-3-hydroxypiperidin-1-yl)acetamide